CN1CCN(CC1)CCCC(=O)OCC1=CC(=CC(=C1)OCCCCCCCCCCC)OCCCCCCCCCCCCC 3-(Tridecyloxy)-5-(undecyloxy)benzyl 4-(4-methylpiperazin-1-yl)butanoate